dichloro[2,6-bis[4-(R)-tert-butyl-2-oxazolyl]-4-methylsulfonylpyridine] cobalt [Co].ClC=1C(=C(C(=NC1C=1OC=C(N1)C(C)(C)C)C=1OC=C(N1)C(C)(C)C)Cl)S(=O)(=O)C